[(3-chloro-2-methoxyphenyl)amino]-2-(3-{[(2R)-1-[(2E)-4-(morpholin-4-yl)but-2-enoyl]azetidin-2-yl]methoxy}pyridine-4-yl)-1H,5H,6H,7H-pyrrolo[3,2-c]pyridin-4-one ClC=1C(=C(C=CC1)NN1C(=CC=2C(NCCC21)=O)C2=C(C=NC=C2)OC[C@@H]2N(CC2)C(\C=C\CN2CCOCC2)=O)OC